S1C(=CC=C1)CCN 2-(thiophen-2-yl)ethan-1-amine